(Z)-N-benzyl-3-(2-naphthyl)acrylamide C(C1=CC=CC=C1)NC(\C=C/C1=CC2=CC=CC=C2C=C1)=O